6-oxo-4,5-dihydro-6H-thieno[2,3-c]pyrrole O=C1NCC2=C1SC=C2